isopropylvinylacrylamide C(C)(C)C=CC(C(=O)N)=C